CC=1C=C(C=C2NC=CN=C2)C=C(C1)C (3,5-dimethylbenzylidene)pyrazine